N-n-undecanoyl-valine tert-Butyl-3-(1-amino-2-phenylpropan-2-yl)azetidine-1-carboxylate C(C)(C)(C)C1N(CC1C(CN)(C)C1=CC=CC=C1)C(=O)O.C(CCCCCCCCCC)(=O)N[C@@H](C(C)C)C(=O)O